2-(4-Aminophenyl)-1,1,1,3,3,3-hexafluoro-2-propanol NC1=CC=C(C=C1)C(C(F)(F)F)(C(F)(F)F)O